C(C)(C)(C)OC(=O)NCCC=1N(C=C(N1)C(=O)O)C 2-(2-{[(tert-butoxy)carbonyl]amino}ethyl)-1-methyl-1H-imidazole-4-carboxylic acid